C=1(N=CN2C1CN(CC2)C(=O)OC(C)(C)C)C(=O)OC 7-Tert-butyl 1-methyl 5,6-dihydroimidazo[1,5-a]pyrazine-1,7(8H)-dicarboxylate